Europium-holmium [Ho].[Eu]